(R and S)-5-(5-(2-hydroxy-4-(trifluoromethyl)phenyl)pyrido[2,3-d]pyridazin-8-yl)-5-azaspiro[2.4]heptan-7-ol OC1=C(C=CC(=C1)C(F)(F)F)C1=C2C(=C(N=N1)N1CC3(CC3)[C@H](C1)O)N=CC=C2 |r|